N1C(=NCCC1)CCC(=O)O 3-(1,4,5,6-tetrahydro-pyrimidin-2-yl)propanoic acid